5-amino-N-(4-methylphenyl)-2-(piperidin-1-yl)benzamide NC=1C=CC(=C(C(=O)NC2=CC=C(C=C2)C)C1)N1CCCCC1